O[C@@]1(CN(CC1)CCC)C (S)-1-((S)-3-hydroxy-3-methylpyrrolidin-1-yl)propane